1-chloro-2-nitro-4-(trifluoromethyl)benzene tert-butyl-4-((4-(2'-(benzyloxy)-6'-oxo-5',6'-dihydro-[2,3'-bipyridin]-6-yl)piperazin-1-yl)methyl)piperidine-1-carboxylate C(C)(C)(C)OC(=O)N1CCC(CC1)CN1CCN(CC1)C1=CC=CC(=N1)C=1C(=NC(CC1)=O)OCC1=CC=CC=C1.ClC1=C(C=C(C=C1)C(F)(F)F)[N+](=O)[O-]